C(CCCC)N1C=NC2=C1C=CC=C2 1-pentyl-1H-benzo[d]imidazole